(S)-1-((5-chloropyridin-2-yl)sulfonyl)-4-methylenepyrrolidin-3-ol ClC=1C=CC(=NC1)S(=O)(=O)N1C[C@H](C(C1)=C)O